C(C1=CC=CC=C1)OC=1C=2N(C=C(C1)Cl)N=C(C2)C(CBr)=O 1-(4-(benzyloxy)-6-chloropyrazolo[1,5-a]pyridin-2-yl)-2-bromoethanone